ClC1=CC=C(C=C1)C1=NN(C[C@@H]1C1=CC=CC=C1)/C(/NCCCCS(N)(=O)=O)=N/S(=O)(=O)C1=CC=C(C=C1)Cl (S,E)-3-(4-chlorophenyl)-N'-((4-chlorophenyl)sulfonyl)-4-phenyl-N-(4-sulfamoylbutyl)-4,5-dihydro-1H-pyrazole-1-carboximidamide